3,5-dibromo-1-cyclohexyl-pyrazole BrC1=NN(C(=C1)Br)C1CCCCC1